Propyl-3-methoxypropionate C(CC)OC(CCOC)=O